5-bromo-2-(1-((trimethylsilyl)oxy)vinyl)pyridine BrC=1C=CC(=NC1)C(=C)O[Si](C)(C)C